1-(4-methoxyphenyl)-3,5-dimethyl-1h-pyrazole-4-carboxylic acid ethyl ester C(C)OC(=O)C=1C(=NN(C1C)C1=CC=C(C=C1)OC)C